(S)-4-((2-methoxyethyl)(4-(5,6,7,8-tetrahydro-1,8-naphthyridin-2-yl)butyl)amino)-2-(((4,4,4-trifluorobutoxy)carbonyl)amino)butanoic acid COCCN(CC[C@@H](C(=O)O)NC(=O)OCCCC(F)(F)F)CCCCC1=NC=2NCCCC2C=C1